Ethyl 4-methoxybenzoate COC1=CC=C(C(=O)OCC)C=C1